COC1=CC=2N(C=C1C(C)(C)O)C=CN2 2-(7-methoxyimidazo[1,2-a]pyridin-6-yl)propan-2-ol